2-behenyl-9-(4-chlorophenyl)-9-fluorenol C(CCCCCCCCCCCCCCCCCCCCC)C1=CC=2C(C3=CC=CC=C3C2C=C1)(O)C1=CC=C(C=C1)Cl